((1-methylpyrrolidin-2-yl)methyl)-5-(trifluoromethyl)benzamide CN1C(CCC1)CC1=C(C(=O)N)C=C(C=C1)C(F)(F)F